[Br-].C(C)OC(=O)[P+](C1=CC=CC=C1)(C1=CC=CC=C1)C1=CC=CC=C1 Ethoxycarbonyltriphenylphosphonium bromide